FC1=C(C=C(C=C1)F)[C@@H]1N(CCC1)C1=CC2=C(C=N1)N=CN2C(=O)NCC2=CC(=CC=C2)F (R)-6-(2-(2,5-Difluorophenyl)pyrrolidin-1-yl)-N-(3-fluorobenzyl)-1H-imidazo[4,5-c]pyridine-1-Carboxamide